C[C@H]1N(CCOC1)C1=CC(=C2C(=N1)N(N=C2)C2=CC=NN2)C2=CC=NN2C (R)-3-methyl-4-(4-(1-methyl-1H-pyrazol-5-yl)-1-(1H-pyrazol-5-yl)-1H-pyrazolo[3,4-b]pyridin-6-yl)morpholine